rel-(R)-(1-methylpyrrolidin-2-yl)methanol CN1[C@H](CCC1)CO |o1:2|